FC=1C(=C(C=C(C1)C=1OC=CC1)NC1=NC=NC2=CC(=C(C=C12)OC1CCN(CC1)C(C=C)=O)OC)OC 1-(4-((4-((3-fluoro-5-(furan-2-yl)-2-methoxyphenyl)amino)-7-methoxy-quinazolin-6-yl)oxy)piperidin-1-yl)prop-2-en-1-one